(4-chloro-5-fluoro-2-pyridinyl)hydrazine ClC1=CC(=NC=C1F)NN